C(C=C)S(=O)(=O)OCC.[Na] sodium ethyl allylsulfonate